C1(CC(C(CC1)C(C)C)OC(C(=O)NCC)=O)C Menthyl-N-ethyloxamat